5-(2-fluoro-6-methylphenyl)-3-(3-(8-methyl-3,8-diazabicyclo[3.2.1]octan-3-yl)phenyl)-1H-pyrazolo[4,3-c]pyridazin-6(5H)-one FC1=C(C(=CC=C1)C)N1N=C2C(=CC1=O)NN=C2C2=CC(=CC=C2)N2CC1CCC(C2)N1C